ethyl 2-[2-fluoro-4-(4,4,5,5-tetramethyl-1,3,2-dioxaborolan-2-yl)phenyl]acetate FC1=C(C=CC(=C1)B1OC(C(O1)(C)C)(C)C)CC(=O)OCC